CN1N=NC(=C1NC(O[C@H](CF)C1=CC(=CC=C1)F)=O)C1=NC=C(C=C1)NS(=O)(=O)C (S)-2-fluoro-1-(3-fluorophenyl)ethyl (1-methyl-4-(5-(methyl-sulfonamido) pyridin-2-yl)-1H-1,2,3-triazol-5-yl)carbamate